(7-((2R,3R,4S,5R)-2-cyano-3,4-dihydroxy-5-(hydroxymethyl)tetrahydrofuran-2-yl)pyrrolo[2,1-f][1,2,4]triazin-4-yl)carbamic acid isopropyl ester C(C)(C)OC(NC1=NC=NN2C1=CC=C2[C@@]2(O[C@@H]([C@H]([C@H]2O)O)CO)C#N)=O